O1CC(CC1)C=1C=CC(=NC1)C(=O)NN 5-(tetrahydrofuran-3-yl)pyridinehydrazide